bromoneopentyl glycol CC(C)(CO)C(O)Br